C(C)(=O)C1CC(C1)(C1=NN=CN1C)C=1C=C(C=CC1)N1C(C2=CC(=CC(=C2C1)C(F)(F)F)CNC1(CCC1)C)=O 2-(3-((1r,3r)-3-acetyl-1-(4-methyl-4H-1,2,4-triazol-3-yl)cyclobutyl)phenyl)-6-(((1-methylcyclobutyl)amino)methyl)-4-(trifluoromethyl)isoindolin-1-one